N-[(4-Methoxyphenyl)methyl]-N-methyl-3-(1-methylimidazol-4-yl)-4-[[6-(trifluoromethyl)-3-pyridyl]amino]benzenesulfonamide COC1=CC=C(C=C1)CN(S(=O)(=O)C1=CC(=C(C=C1)NC=1C=NC(=CC1)C(F)(F)F)C=1N=CN(C1)C)C